2,3-dihydrodihydroxybenzoic acid OC1(C(C(=O)O)=CC=CC1)O